O.[Fe].[Cr].[V] vanadium chromium iron water